C(C)N1[C@@H](C[C@H](CC1)F)COC=1C=C2CN(C(C2=CC1)=O)C1C(NC(CC1)=O)=O 3-(5-(((2S,4S)-1-ethyl-4-fluoropiperidin-2-yl)methoxy)-1-oxoisoindolin-2-yl)piperidine-2,6-dione